C(CCCCC)N1C(CCC1)=O N-hexyl-2-pyrrolidone